Benzanthracen C1=CC=CC=2C=CC=3C=C4C=CC=CC4=CC3C21